OC(CCC)S(=O)(=O)[O-].C(C=C)(=O)O.[K+] potassium acrylate hydroxybutanesulfonate